CC(C)(CCC(C)(OOC(C(CCCC)CC)=O)C)OOC(C(CCCC)CC)=O 2,5-dimethyl-2,5-di-(2-ethylhexanoylperoxy)hexane